CC1(CCN(CC1)C=1OC2=C(C=C(C=C2C(C1)=O)C)C(C)NC1=C(C=CC=C1)C1=NOC(N1)=O)C 3-[2-[1-[2-(4,4-Dimethyl-1-piperidyl)-6-methyl-4-oxo-chromen-8-yl]ethylamino]phenyl]-4H-1,2,4-oxadiazol-5-one